(S)-11-(2,2-dimethoxyethyl)-4-ethyl-8-fluoro-4-hydroxy-1,12-dihydro-14H-pyrano[3',4':6,7]indolizino[2,1-b]quinoline-3,6,14(4H,11H)-trione COC(CN1C2=C(C(C3=CC(=CC=C13)F)=O)C1=CC3=C(C(N1C2)=O)COC([C@]3(O)CC)=O)OC